3-(((5-benzyl-4,5-dihydro-1H-imidazol-2-yl)thio)methyl)-5H-thiazolo[2,3-b]quinazoline C(C1=CC=CC=C1)C1CN=C(N1)SCC1=CSC2=NC3=CC=CC=C3CN21